6-xylenol iron [Fe].C1(CC=CC=C1C)(C)O